2,3-difluoro-benzaldehyde FC1=C(C=O)C=CC=C1F